benzyl N-[3-(hydroxymethyl)bicyclo[1.1.1]pentan-1-yl]carbamate OCC12CC(C1)(C2)NC(OCC2=CC=CC=C2)=O